C1(=CC=CC=C1)CC(CC)C1=CC=CC=C1 1,2-diphenylbutane